N-(3-chloro-4-cyclopropoxyphenyl)-N-(2-oxo-2-(phenethylamino)-1-(thiophen-2-yl)ethyl)propiolamide ClC=1C=C(C=CC1OC1CC1)N(C(C#C)=O)C(C(NCCC1=CC=CC=C1)=O)C=1SC=CC1